Tert-butyl N-{1-[1-(2,6-dioxopiperidin-3-yl)-3-methyl-2-oxo-1,3-benzodiazol-4-yl]piperidin-3-yl}-N-methylcarbamate O=C1NC(CCC1N1C(N(C2=C1C=CC=C2N2CC(CCC2)N(C(OC(C)(C)C)=O)C)C)=O)=O